C(C1=CC=CC=C1)OC1=CC=C(C=C1)C[C@@H](C(=O)OC)NC(CC1CCN(CC1)C(CCC1=CC(=CC=C1)C=1C=NC=CC1)=O)=O Methyl (S)-3-(4-(benzyloxy)phenyl)-2-(2-(1-(3-(3-(pyridin-3-yl)phenyl)propanoyl)piperidin-4-yl)acetamido)propanoate